NC1=C2N=C(N(C2=NC(=N1)NCCCCC)CC1=CC=C(C=C1)CNC1CCNCC1)O 6-amino-2-(pentylamino)-9-(4-((piperidin-4-ylamino)methyl)benzyl)-9H-purin-8-ol